C1(CCCC1)N1C(N(C=2C=NC(=CC21)NC=2C=NC1=CC=CC=C1C2)C)=O 1-cyclopentyl-3-methyl-6-(quinolin-3-ylamino)-1,3-dihydro-2H-imidazo[4,5-c]pyridin-2-one